1-(5-chloro-1H-indol-3-yl)-3-((1r,4r)-4-((1-(2-methoxyethyl)piperidin-4-yl)oxy)cyclohexyl)urea ClC=1C=C2C(=CNC2=CC1)NC(=O)NC1CCC(CC1)OC1CCN(CC1)CCOC